BrC=1C=NN(C1C1=C(C#N)C(=CC(=C1F)N1CC(C1)N(C)C)OC1CC1)C 2-(4-bromo-1-methyl-1H-pyrazol-5-yl)-6-cyclopropoxy-4-(3-(dimethylamino)azetidin-1-yl)-3-fluorobenzonitrile